N-((2-(cyclopropanesulfonamido)thiazol-4-yl)methyl)-2-fluoro-4-(6-(trifluoromethyl)-pyrazin-2-yl)benzamide C1(CC1)S(=O)(=O)NC=1SC=C(N1)CNC(C1=C(C=C(C=C1)C1=NC(=CN=C1)C(F)(F)F)F)=O